N-(4-bromobenzo[d]thiazol-2-yl)-2,6-difluoro-4-(piperazin-1-ylmethyl)benzamide BrC1=CC=CC2=C1N=C(S2)NC(C2=C(C=C(C=C2F)CN2CCNCC2)F)=O